3-allyloxy-2-hydroxypropane sodium salt [Na].C(C=C)OCC(C)O